N1=CN=CC2=NC=C(N=C12)N pteridin-7-amine